Racemic-1-(1-(1-((1H-1,2,4-triazol-3-yl)methoxy)-6,7-difluoroisoquinolin-4-yl)ethyl)-3-(3-chloro-4-fluorophenyl)-1-methylurea N1N=C(N=C1)COC1=NC=C(C2=CC(=C(C=C12)F)F)[C@@H](C)N(C(=O)NC1=CC(=C(C=C1)F)Cl)C |r|